OCCOCN1C=2N=C(NC(C2N=C1)=O)N 9-{(2-hydroxyethoxy)methyl}-guanine